C1(CC1)C([C@@H](C(=O)NC=1C(=NN(C1)C(COC)C=1N(N=NC1)CC(F)(F)F)F)NC(OCC1=CC=CC=C1)=O)C1CC1 benzyl N-[(1S)-1-(dicyclopropylmethyl)-2-[[3-fluoro-1-[2-methoxy-1-[3-(2,2,2-trifluoroethyl)triazol-4-yl]ethyl]pyrazol-4-yl]amino]-2-oxo-ethyl]carbamate